1-acetyl-4-(3-(cyclopropylmethoxy)-4-(difluoromethoxy)phenyl)-N-((3-oxoisoindol-5-yl)methyl)piperazine-2-carboxamide C(C)(=O)N1C(CN(CC1)C1=CC(=C(C=C1)OC(F)F)OCC1CC1)C(=O)NCC=1C=C2C(N=CC2=CC1)=O